NC(CNC1=NC(=C2C(=N1)N(N=C2)C([2H])([2H])[2H])NC)C2=CC=CC=C2 6-N-(2-amino-2-phenylethyl)-4-N-methyl-1-(trideuteromethyl)pyrazolo[3,4-d]pyrimidine-4,6-diamine